[Pd+2].CC1=C(C=CC(=C1)C)S(=O)(=O)N(C1=C(C=C(C=C1C)\C=C\C#N)C)C1=NC(=NC=C1)NC1=CC=C(C=C1)C#N methyl-(E)-N-(2-((4-cyanophenyl)amino)pyrimidin-4-yl)-N-(4-(2-cyanoethenyl)-2,6-dimethylphenyl)-4-methylbenzenesulfonamide palladium(ii)